(Trifluoromethyl)-2,3-dihydro-1,4-benzoxathiin FC(F)(F)C1OC2=C(SC1)C=CC=C2